diglycidyl (methyl)hexahydrophthalate CC1(C(=O)OCC2CO2)C(C(=O)OCC2CO2)CCCC1